CC1=C(C(=CC=C1)C)C1=NC=2NS(C=3C=NC=C(C(N[C@@H](COC(=C1)N2)CC(C)C)=O)N3)(=O)=O (11R)-6-(2,6-Dimethylphenyl)-11-isobutyl-2,2-dioxo-9-oxa-2λ6-thia-3,5,12,16,18,19-hexazatricyclo[12.3.1.14,8]nonadeca-1(18),4(19),5,7,14,16-hexaen-13-one